(1R,2S,3R,5R)-3-((E)-2-(2-amino-3-(trifluoromethyl)quinolin-7-yl)vinyl)-5-(4-amino-5,6-dihydro-7H-pyrrolo[2,3-d]pyrimidin-7-yl)cyclopentane-1,2-diol NC1=NC2=CC(=CC=C2C=C1C(F)(F)F)/C=C/[C@@H]1[C@@H]([C@@H]([C@@H](C1)N1CCC2=C1N=CN=C2N)O)O